pyridinylthiazole N1=C(C=CC=C1)C=1SC=CN1